2-((4-(3-(4-cyclopropyl-2-Fluorophenyl)-2,3-dihydrobenzo[b][1,4]dioxin-5-yl)piperidin-1-yl)methyl)-1-(((S)-Oxetan-2-yl)methyl)-1H-benzo[d]imidazole-6-carboxylic acid C1(CC1)C1=CC(=C(C=C1)C1OC2=C(OC1)C=CC=C2C2CCN(CC2)CC2=NC1=C(N2C[C@H]2OCC2)C=C(C=C1)C(=O)O)F